4-Fluoro-2-methyl-nitrobenzol FC1=CC(=C(C=C1)[N+](=O)[O-])C